(S)-5-(2-(1H-indol-3-yl)ethyl)-6-(piperidin-4-ylmethyl)-5,6,7,8-tetrahydro-[1,3]dioxolo[4,5-g]isoquinoline N1C=C(C2=CC=CC=C12)CC[C@@H]1N(CCC=2C=C3C(=CC12)OCO3)CC3CCNCC3